C(=O)(OC(C)(C)C)C(C=1C=NC=CC1B(O)O)N 3-(BOC-AMINOMETHYL)-PYRIDINE-4-BORONIC ACID